propyl-3-methylimidazole silicon [Si].C(CC)C1=NC=CN1C